3-[S-(3-cyclopropyl-2-fluorophenyl)sulfonyl]-N-[2-(2,4-dimethylphenyl)-2,2-difluoroethyl]-5,6,7,8-tetrahydrocinnoline-4-carboxamide C1(CC1)C=1C(=C(C=CC1)S(=O)(=O)C=1N=NC=2CCCCC2C1C(=O)NCC(F)(F)C1=C(C=C(C=C1)C)C)F